C(C)N(C(=O)N1N=C(N=C1)S(=O)(=O)CCC)CCC N-ethyl-N-propyl-3-propylsulfonyl-1H-1,2,4-triazole-1-carboxamide